E-9-tetradecenyl acetate C(C)(=O)OCCCCCCCC\C=C\CCCC